O1P(OC(CC1)CN)CN 1,3,2-dioxaphosphorinandimethylamine